benzo[d][1,3]dioxin-5-boronic acid O1COCC2=C1C=CC=C2B(O)O